4-Ethylnonan C(C)C(CCC)CCCCC